[Na+].C(=C)C1=CC=C(C=C1)S(=O)(=O)[O-] 4-vinyl-benzenesulfonic acid sodium salt